2,2-bis(4-(2-mercaptopropoxy)-3-tert-butylphenyl)propane SC(COC1=C(C=C(C=C1)C(C)(C)C1=CC(=C(C=C1)OCC(C)S)C(C)(C)C)C(C)(C)C)C